3-Methylcinnoline-6-Carboxamide CC=1N=NC2=CC=C(C=C2C1)C(=O)N